3-(2-methyl-2H-1,2,3-triazol-4-yl)piperidine-1,3-dicarboxylic acid 1-benzyl 3-methyl ester COC(=O)C1(CN(CCC1)C(=O)OCC1=CC=CC=C1)C1=NN(N=C1)C